CC(CCC)CCCC(CCCCCCCCCCCCCCCCCCCC)C 4,8-dimethyloctacosane